5-bromo-4-fluoro-1-(oxetan-2-yl)-1H-indazole BrC=1C(=C2C=NN(C2=CC1)C1OCC1)F